CCCC(S)S Butanedithiol